FC1=CC=C(C=C1)[C@H]1[C@@H](C1)NCCC[C@@H](C(=O)N1CCN(CC1)CCOC)NC(C1=CC=C(C=C1)N1N=NC=C1)=O N-[(2S)-5-[[(1R,2S)-2-(4-Fluorophenyl)cyclopropyl]amino]-1-(4-(2-methoxyethyl)-piperazin-1-yl)-1-oxopentan-2-yl]-4-(1H-1,2,3-triazol-1-yl)benzamide